OCCOC1=CC(=NC(=C1)S(=O)(=O)C)NC1=C(C=NC(=C1)NC(C)=O)C1=NC=C(C=C1)COC N-(4'-((4-(2-hydroxyethoxy)-6-(methylsulfonyl)pyridin-2-yl)amino)-5-(methoxymethyl)-[2,3'-bipyridin]-6'-yl)acetamide